S1C(=NC2=C1C=CC=C2)COC2=CC=CC(=N2)[C@]21CCN(C[C@@H]1C2)CC2=NC1=C(N2C[C@H]2OCC2)C=C(C=C1)C(=O)O 2-(((1r,6S)-6-(6-(benzo[d]thiazol-2-ylmethoxy)pyridin-2-yl)-3-azabicyclo[4.1.0]hept-3-yl)methyl)-1-(((S)-oxetan-2-yl)methyl)-1H-benzo[d]imidazole-6-carboxylic acid